ClC1(CCCC1)C 1-chloro-1-methylcyclopentane